(S)-9-(1-(but-2-ynoyl)pyrrolidin-3-yl)-6-hydrazino-7-(4-phenoxyphenyl)-7,9-dihydro-8H-purin-8-one C(C#CC)(=O)N1C[C@H](CC1)N1C2=NC=NC(=C2N(C1=O)C1=CC=C(C=C1)OC1=CC=CC=C1)NN